FC(C=1C(=NC(=NC1[2H])N[C@H]1CN(CC1)C(=O)C1=CC=C(C=C1)NC(C=C)=O)[2H])(F)F (R)-N-(4-(3-((5-(trifluoromethyl)pyrimidin-2-yl-4,6-d2)amino)pyrrolidine-1-carbonyl)phenyl)acrylamide